C1(CCC1)[C@@H](C(=O)OCC1=CC=C(C=C1)F)NC(=O)C=1C=CC2=C(B(OC2)O)C1C 4-fluorobenzyl (S)-2-cyclobutyl-2-(1-hydroxy-7-methyl-1,3-dihydrobenzo[c][1,2]oxaborole-6-carboxamido)acetate